Tert-butyl (2-(4-fluorobenzyl)pyridin-4-yl)carbamate FC1=CC=C(CC2=NC=CC(=C2)NC(OC(C)(C)C)=O)C=C1